BrC(Br)Br Tribromomethan